N-(1-methylpiperidin-4-yl)-3-(3-(pyridin-3-ylcarbamoyl)pyrazolo[1,5-a]pyridin-5-yl)-1H-pyrrolo[2,3-b]pyridine-5-carboxamide CN1CCC(CC1)NC(=O)C=1C=C2C(=NC1)NC=C2C2=CC=1N(C=C2)N=CC1C(NC=1C=NC=CC1)=O